cyclopropyl((2S,6R)-2,6-dimethylpiperazin-1-yl)methanone C1(CC1)C(=O)N1[C@H](CNC[C@H]1C)C